CC1=NN=C(O1)C=1C(=CC(CC1C(F)(F)F)=O)NC=O 2-(5-methyl-1,3,4-oxadiazol-2-yl)-5-oxo-N-[3-(trifluoromethyl)phenyl]carboxamide